6-methyl-3-(2-(2-(pyridin-2-ylmethylidene)hydrazino)thiazol-4-yl)-2H-chromen-2-one CC=1C=C2C=C(C(OC2=CC1)=O)C=1N=C(SC1)NN=CC1=NC=CC=C1